(R)-N-(1-(dimethylamino)propan-2-yl)-9-fluoro-5,6-dimethyl-6H-pyrido[4,3-b]carbazole-1-carboxamide CN(C[C@@H](C)NC(=O)C1=NC=CC2=C(C=3N(C=4C=CC(=CC4C3C=C21)F)C)C)C